tert-butyl (2R)-2-([[2,3-dichloro-6-(prop-2-en-1-yloxy)phenyl](pyridin-4-yl)methyl]carbamoyl)pyrrolidine-1-carboxylate ClC1=C(C(=CC=C1Cl)OCC=C)C(C1=CC=NC=C1)NC(=O)[C@@H]1N(CCC1)C(=O)OC(C)(C)C